ethyl 1-isopropyl-4-(2,3,5-trifluorophenyl)-1,3-benzodiazole-2-carboxylate C(C)(C)N1C(=NC2=C1C=CC=C2C2=C(C(=CC(=C2)F)F)F)C(=O)OCC